C(#N)C=1C=C(C=CC1C#N)[C@H](C(=O)NC1=NN(C(=C1)C(F)(F)F)C)[C@@H]1CC(CC1)(F)F (R)-2-(3,4-dicyanophenyl)-2-((S)-3,3-difluorocyclopentyl)-N-(1-methyl-5-(trifluoromethyl)-1H-pyrazol-3-yl)acetamide